CON(C(=O)[C@@H]1CC[C@H](CC1)COC)C trans-N-methoxy-4-(methoxymethyl)-N-methyl-cyclohexane-1-carboxamide